4-nitropentanoic acid-3,3-d2 [N+](=O)([O-])C(C(CC(=O)O)([2H])[2H])C